ClC1=C(C=CC=C1Cl)C=1C=NC=CC1N 3-(2,3-dichlorophenyl)pyridin-4-amine